C(C)(C)(C)OC(=O)N[C@@H]([C@@H](C(=O)N[C@@H](C(=O)O)C1=CC(=CC=C1)OC(F)(F)F)O)CC1=CC=C(C=C1)Br (R)-2-((2S,3R)-3-((tert-butoxycarbonyl)amino)-4-(4-bromophenyl)-2-hydroxybutanamido)-2-(3-(trifluoromethoxy)phenyl)acetic acid